C12NCC(C1)(C2)C=2NC(C1=CC(=CC=C1C2)F)=O 3-(2-azabicyclo[2.1.1]hexan-4-yl)-7-fluoroisoquinolin-1(2H)-one